FC(OC1=C(C=CC=C1)C1=C2C=CNC2=CC=C1N)(F)F 4-(Trifluoromethoxyphenyl)-1H-indol-5-amine